tert-Butyl (R)-5-((R)-(3-amino-2-fluorophenyl)(hydroxy)methyl)-2,2-dimethyl-pyrrolidine-1-carboxylate NC=1C(=C(C=CC1)[C@H]([C@H]1CCC(N1C(=O)OC(C)(C)C)(C)C)O)F